3-(4-(2,4-dioxotetrahydropyrimidin-1(2H)-yl)-1H-pyrazol-1-yl)propionic acid O=C1N(CCC(N1)=O)C=1C=NN(C1)CCC(=O)O